BrC(CC(F)(F)F)Br 3,3-Dibromo-1,1,1-trifluoropropane